BrCCCCCCCCCCCCCCCCC(F)(F)F 17-bromo-1,1,1-trifluoroheptadecane